1-(3-fluorobenzofuran-5-yl)propan-1,1-d2-2-amine FC1=COC2=C1C=C(C=C2)C(C(C)N)([2H])[2H]